2-(Pyridin-2-ylmethyl)-2H-indazol-5-amine N1=C(C=CC=C1)CN1N=C2C=CC(=CC2=C1)N